zinc-chromium oxide [O-2].[Cr+3].[Zn+2]